C(C1=CC=CC=C1)N([C@H]1C[C@H](CC1)O)CC1=CC=CC=C1 (1S,3R)-3-(dibenzylamino)cyclopentan-1-ol